(1R,2R)-methyl 2-((tert-butyl diphenyl silyl)methyl)-1-methylcyclobutanecarboxylate [Si](C1=CC=CC=C1)(C1=CC=CC=C1)(C(C)(C)C)C[C@H]1[C@@](CC1)(C(=O)OC)C